FC1(C(N(C2=C(O1)C=C(C(=C2)C2=C(C(=C(C(=C2F)F)F)F)F)F)C(C(=O)[O-])CC)=O)F 2-(2,2,7-trifluoro-3-oxo-6-(perfluorophenyl)-2,3-dihydro-4H-benzo[b][1,4]oxazin-4-yl)butanoate